The molecule is conjugate acid of N-(3-acetamidopropyl)-4-aminobutanal arising from deprotonation of the secondary amino function. It is a conjugate acid of a N-(3-acetamidopropyl)-4-aminobutanal. CC(=O)NCCC[NH2+]CCCC=O